Dimethyl-4-tolylsilane C[SiH](C1=CC=C(C=C1)C)C